CC=1C(=NC=CC1C#N)N[C@H]1CN([C@@H](CC1)C)C(=O)C1=C(C=CC=C1)N1N=CN=N1 3-methyl-2-{[(3R,6R)-6-methyl-1-{[2-(2H-tetrazol-2-yl)phenyl]carbonyl}piperidin-3-yl]amino}pyridine-4-carbonitrile